ClC=1C(N(C(=CC1OCC1=NC=C(C=C1F)F)C1CC1)C1=CC(=NC=C1C)C1=NC(=NC=C1)C(C)(C)O)=O 3-chloro-6-cyclopropyl-4-((3,5-difluoropyridin-2-yl)methoxy)-2'-(2-(2-hydroxypropan-2-yl)pyrimidin-4-yl)-5'-methyl-2H-[1,4'-bipyridin]-2-one